C1(CCCCC1)C(COCC)(COCC)CCC(Br)(Br)Br 2-cyclohexyl-2-(3,3,3-tribromopropyl)-1,3-diethoxypropane